2-(3,4-Dimethoxyphenethyl)-5-(prop-1-en-2-yl)-1,3,4-oxadiazole COC=1C=C(CCC=2OC(=NN2)C(=C)C)C=CC1OC